CN1C=CC=2C1=C(N=CC2)N(C(=O)N2CCC(=CC2)C2=CC(=CC=C2)[N+](=O)[O-])[C@H]2CN(CCC2)C(=O)OC(C)(C)C tert-butyl (R)-3-(N-(1-methyl-1H-pyrrolo[2,3-c]pyridin-7-yl)-4-(3-nitrophenyl)-1,2,3,6-tetrahydropyridine-1-carboxamido)piperidine-1-carboxylate